N-(2-((2-methoxyethoxy)methoxy)-5-(1-oxo-6-(3-(tetrahydro-2H-pyran-2-yl)-5-(trifluoromethyl)phenyl)-3,4-dihydroisoquinolin-2(1H)-yl)phenyl)methanesulfonamide COCCOCOC1=C(C=C(C=C1)N1C(C2=CC=C(C=C2CC1)C1=CC(=CC(=C1)C(F)(F)F)C1OCCCC1)=O)NS(=O)(=O)C